NC1CN(C1)C=1C=CC=2N=CN=C(C2N1)NC1=C(C=CC(=C1)C#C)F 6-(3-Aminoazetidin-1-yl)-N-(5-ethynyl-2-fluorophenyl)pyrido[3,2-d]pyrimidin-4-amine